2-(2-((2-(2,6-dioxopiperidin-3-yl)-1-oxoisoindolin-4-yl)oxy)ethoxy)propanoic acid O=C1NC(CCC1N1C(C2=CC=CC(=C2C1)OCCOC(C(=O)O)C)=O)=O